CN(CCOC=1C(=C(C(=O)N[C@H](C)C2=CC(=CC(=C2)C=2C=NN(C2)C)C2=NN(C=C2)CC)C=CC1)F)C (R)-3-(2-(dimethylamino)ethoxy)-N-(1-(3-(1-ethyl-1H-pyrazol-3-yl)-5-(1-methyl-1H-pyrazol-4-yl)phenyl)ethyl)-2-fluorobenzamide